FC=1C=C(C=NC1CNC(=O)C1=CC2=C(S1)CCCC2)B(O)O (5-fluoro-6-((4,5,6,7-tetrahydrobenzo[b]thiophene-2-carboxamido)methyl)pyridin-3-yl)boronic acid